5-ethyl-2-(5-(5-isopropylbenzo[d]oxazol-2-yl)thiophen-2-yl)benzo[d]oxazole C(C)C=1C=CC2=C(N=C(O2)C=2SC(=CC2)C=2OC3=C(N2)C=C(C=C3)C(C)C)C1